CS(=O)(=N[Si](C)(C)C)C1=NC=CC=C1 methyl(pyridin-2-yl)((trimethylsilyl)imino)-λ6-sulfanone